C(C)(C)(C)OC(=O)N1CC(C1)[C@@H](C1=CC=CC=C1)N1N=CC(=C1)N 3-[(S)-(4-amino-1H-pyrazol-1-yl)(phenyl)methyl]azetidine-1-carboxylic acid tert-butyl ester